(isoindolin-2-yl)-N-(3-morpholinophenyl)-7-(1H-pyrazol-4-yl)pyrazolo[1,5-a]pyrimidine-2-carboxamide C1N(CC2=CC=CC=C12)C=1C(=NN2C1N=CC=C2C=2C=NNC2)C(=O)NC2=CC(=CC=C2)N2CCOCC2